C(C)(C)(C)OC(=O)N1CC2(C1)CC(C2)C(NC2=C(C=CC=C2)C(C)C)=O.CC2C(CC(CC2)=O)C2=C1C=NN(C1=CC=C2C)C2OCCCC2 4-methyl-3-(5-methyl-1-tetrahydropyran-2-yl-indazol-4-yl)cyclohexanone tert-butyl-6-((2-isopropylphenyl)carbamoyl)-2-azaspiro[3.3]heptane-2-carboxylate